4-(((tert-butyldiphenylsilyl)oxy)methyl)phenyl 4-(2-hydroxyethoxy)benzoate OCCOC1=CC=C(C(=O)OC2=CC=C(C=C2)CO[Si](C2=CC=CC=C2)(C2=CC=CC=C2)C(C)(C)C)C=C1